(S)-2-amino-3-(7-fluoro-9-oxo-9H-xanth-2-yl)propionic acid N[C@H](C(=O)O)CC1=CC=2C(C3=CC(=CC=C3OC2C=C1)F)=O